CN(C=1C(=CC(=C(C1)NC(OC(C)(C)C)=O)F)C(C(=O)N(CC(F)(F)F)C)C)C tert-butyl (5-(dimethylamino)-2-fluoro-4-(1-(methyl(2,2,2-trifluoroethyl)amino)-1-oxopropan-2-yl)phenyl)carbamate